2,5-dichloro-3-[4-fluoro-4-(4-methyl-4H-1,2,4-triazol-3-yl)piperidin-1-yl]pyridine-4-carbonitrile ClC1=NC=C(C(=C1N1CCC(CC1)(C1=NN=CN1C)F)C#N)Cl